C(C)(C)(C)OC(=O)N1[C@@H](CCC(=C1)C1=CC=C(C=C1)C(F)(F)F)CO (S)-2-(hydroxymethyl)-5-(4-(trifluoromethyl)phenyl)-3,4-dihydropyridine-1(2H)-carboxylic acid tert-butyl ester